tertbutyl 2-(4-cyclopropyl-2-(methoxymethoxy)phenyl)-8-oxo-2,3,4,5a,6,7,8,9-octahydro-5H-1,2,5,7-tetraazabenzo[cd]azulene-5-carboxylate C1(CC1)C1=CC(=C(C=C1)N1N=C2CC(NCC3C2=C1CCN3C(=O)OC(C)(C)C)=O)OCOC